ClC=1C=C(C=CC1Cl)NC(N(C)C)=O 3-(3,4-dichlorophenyl)dimethyl-urea